4-bromo-1-(2-(phenylsulfanyl)cyclohexyl)-1H-indazole BrC1=C2C=NN(C2=CC=C1)C1C(CCCC1)SC1=CC=CC=C1